3,3',5,5'-Tetrakis(methoxymethyl)-4,4'-dihydroxybiphenyl COCC=1C=C(C=C(C1O)COC)C1=CC(=C(C(=C1)COC)O)COC